C(C)OC(=O)N1CCN(CC1)C=1C=C2C(=NC(=NC2=CC1OC)C)N[C@H](C)C1=C(C(=CC=C1)C#N)C (R)-4-(4-((1-(3-cyano-2-methylphenyl)ethyl)amino)-7-methoxy-2-methyl-quinazolin-6-yl)piperazine-1-carboxylic acid ethyl ester